1-[3-[(1S)-1-hydroxyethyl]-6-[5-methoxy-6-[(6-methylpyridazin-3-yl)amino]pyrazolo[1,5-a]pyridin-3-yl]pyridin-2-yl]-5-methylpyrazole-3-carbonitrile O[C@@H](C)C=1C(=NC(=CC1)C=1C=NN2C1C=C(C(=C2)NC=2N=NC(=CC2)C)OC)N2N=C(C=C2C)C#N